ClC1=C(C(=CC=C1Cl)OC)C1=CC=C(C=N1)C(=O)OCC ethyl 6-(2,3-dichloro-6-methoxyphenyl)pyridine-3-carboxylate